ClC1=C(C=2N=C(N=C(C2C(=N1)C)N1C[C@@](CCC1)(O)C)SC)F (R)-1-(7-chloro-8-fluoro-5-methyl-2-(methylthio)pyrido[4,3-d]pyrimidin-4-yl)-3-methylpiperidine-3-ol